2-(2-azaspiro[3.3]heptan-6-ylmethyl)-5-[1-(trifluoromethyl)cyclopropyl]-1,3,4-oxadiazole C1NCC12CC(C2)CC=2OC(=NN2)C2(CC2)C(F)(F)F